O=C1NC(CCC1N1C(C2=CC=C(C=C2C1=O)N1CC2(C1)CN(C2)C(C2=NC=C(C=C2)N2CCN(CC2)CC=2C=NC=1C=C(C(NC1C2)=O)CC)=O)=O)=O 2-(2,6-dioxopiperidin-3-yl)-5-(6-(5-(4-((7-ethyl-6-oxo-5,6-dihydro-1,5-naphthyridin-3-yl)methyl)piperazin-1-yl)picolinoyl)-2,6-diazaspiro[3.3]heptan-2-yl)isoindoline-1,3-dione